NC=1C=CC(=C(CN(C(OCC2C3=CC=CC=C3C=3C=CC=CC23)=O)C)C1)CO[Si](C1=CC=CC=C1)(C1=CC=CC=C1)C(C)(C)C (9H-fluoren-9-yl)methyl (5-amino-2-(((tertbutyldiphenylsilyl)oxy)methyl)benzyl)(methyl)carbamate